C1(CC(C(CC1)C(C)C)C(CO)(O)CO)C monomenthyl-glycerol